methyl 4-((7-hydroxy-5-((methoxycarbonyl)amino)-1H-pyrazolo[4,3-d]pyrimidin-1-yl)methyl)-3-methoxy-benzoate OC=1C2=C(N=C(N1)NC(=O)OC)C=NN2CC2=C(C=C(C(=O)OC)C=C2)OC